C(#N)C1([C@H]2CSC[C@@H]12)N1C(=CC2=CC(=CC=C12)[C@@H]1CC(OCC1)(C)C)C(=O)OCC ethyl 1-[(1R,5S,6R)-6-cyano-3-thiabicyclo[3.1.0]hexan-6-yl]-5-[(4S)-2,2-dimethyloxan-4-yl]-1H-indole-2-carboxylate